N,N-dimethylglycinol CN(CCO)C